C1(=CC=CC=C1)C(C#C)O\N=C\C1=CC=C(C=C1)C(C)(C)C (E)-4-tert-butyl-benzaldehyde O-(phenyl-propargyl) oxime